FC1=CC=C(C=C1)C(C(C)SC1=NN=C(N1C)C1=CC=CC=C1)=O 1-(4-fluorophenyl)-2-((4-methyl-5-phenyl-4H-1,2,4-triazol-3-yl)thio)propan-1-one